C(C)(C)(C)OC(=O)N1CCN(CC1)CC1=C(C=C(C=C1OC)C=1C2=C(C(N(C1)C)=O)N(N=C2)CC2=CC=C(C=C2)OC)F 4-[[2-fluoro-6-methoxy-4-[1-[(4-methoxyphenyl)methyl]-6-methyl-7-oxo-pyrazolo[3,4-c]pyridin-4-yl]phenyl]methyl]piperazine-1-carboxylic acid tert-butyl ester